N-[1-(2,3-difluorophenyl)-2,2-difluoropropylidene]-2-methylpropane-2-sulfinamide FC1=C(C=CC=C1F)C(C(C)(F)F)=NS(=O)C(C)(C)C